C(=C)C=1C=C2CCC(N(C2=CC1)S(=O)(=O)C=1C=CC(=C(CO)C1)OCC1CCOCC1)CC 5-((6-vinyl-2-ethyl-3,4-dihydroquinolin-1(2H)-yl)sulfonyl)-2-((tetrahydro-2H-pyran-4-yl)methoxy)benzyl Alcohol